tert-butyl (2S)-2-{[5-({[(9H-fluoren-9-yl)methoxy]carbonyl} amino)-1-methoxy-1-oxopentan-2-yl]carbamoyl}pyrrolidine-1-carboxylate C1=CC=CC=2C3=CC=CC=C3C(C12)COC(=O)NCCCC(C(=O)OC)NC(=O)[C@H]1N(CCC1)C(=O)OC(C)(C)C